C(C)OC(CCCCCCC)=O Octanoic acid ethyl ester